BrCCCCC[C@H]1N(CC=2N(C1)N=C(C2)C2=C(C1=C(C(=N2)C=2C=C3C=NN(C3=CC2)C)C=CS1)C1=C(C=C(C=C1O)F)F)C(=O)OC(C)(C)C tert-butyl (R)-6-(5-bromopentyl)-2-((S)-7-(2,4-difluoro-6-hydroxyphenyl)-4-(1-methyl-1H-indazol-5-yl)thieno[3,2-c]pyridin-6-yl)-6,7-dihydropyrazolo[1,5-a]pyrazine-5(4H)-carboxylate